C(C1=CC=C(C=C1)N(C(=O)NC)C)C1=CC=C(C=C1)N(C(=O)NC)C 4,4'-methylenebis(phenyl-dimethylurea)